N-[5-[1-(2,2-Difluoroethyl)triazol-4-yl]-4-fluoro-2-methylphenyl]-6-methoxypyrazolo[1,5-a]pyridine-3-carboxamide FC(CN1N=NC(=C1)C=1C(=CC(=C(C1)NC(=O)C=1C=NN2C1C=CC(=C2)OC)C)F)F